METHYLCROTONYL-COA CC/C=C/C(=O)SCCNC(CCNC([C@@H](C(COP(OP(OC[C@@H]1[C@H]([C@H]([C@@H](O1)N1C=NC=2C(N)=NC=NC12)O)OP(=O)(O)O)(=O)O)(=O)O)(C)C)O)=O)=O